(E)-5-(4-Hydroxybenzylidene)-1-phenethylhydantoin OC1=CC=C(\C=C\2/C(NC(N2CCC2=CC=CC=C2)=O)=O)C=C1